CN1N=C(C=C1C)N 1,5-dimethyl-1H-pyrazol-3-amine